CC(=O)C1=CC=C(C=C1)S(=O)(=O)C 4-(methylsulfonyl)acetophenone